4-{[(1R)-2,3-dihydro-1H-inden-1-yl]amino}-2-[(6-methoxy-2-methyl-1,2,3,4-tetrahydroisoquinolin-7-yl)amino]pyrimidine-5-carboxamide [C@H]1(CCC2=CC=CC=C12)NC1=NC(=NC=C1C(=O)N)NC1=C(C=C2CCN(CC2=C1)C)OC